amino-4-methoxy-cis-but-3-enoic acid NC(C(=O)O)\C=C/OC